O[C@@H]1C[C@@H](N(C1)C(=O)OC(C)(C)C)C tert-butyl (2S,4R)-4-hydroxy-2-methyl-pyrrolidine-1-carboxylate